Bis(2-butyloctyl)-10-(N-(3-(dimethylamino)propyl)nonanamido)-nonadecandioat C(CCC)C(COC(CCCCCCCCC(CCCCCCCCC(=O)OCC(CCCCCC)CCCC)N(C(CCCCCCCC)=O)CCCN(C)C)=O)CCCCCC